OCC1=CC(=NC=C1)NC(C)=O N-(4-(hydroxymethyl)pyridin-2-yl)acetamide